N-(5-(3-(4-(trifluoromethyl)phenoxy)pyrazin-2-yl)pyrimidin-2-yl)methanesulfonamide FC(C1=CC=C(OC=2C(=NC=CN2)C=2C=NC(=NC2)NS(=O)(=O)C)C=C1)(F)F